C1(CCCCC1)[C@H](C)OC1=C(C(=O)NC2=C(C=C(C=C2F)F)F)C=C(C(=C1)N1N=C2N(CCCC2)C1=O)F 2-[(1S)-1-cyclohexylethoxy]-5-fluoro-4-(3-oxo-5,6,7,8-tetrahydro[1,2,4]triazolo[4,3-a]pyridin-2(3H)-yl)-N-(2,4,6-trifluorophenyl)benzamide